NCC=1C=CC(=C(N(C)C)C1)C 5-(aminomethyl)-N,N,2-trimethylaniline